ethyl 5-(3,3-difluorocyclohexyl)-2-methylbenzofuran-3-carboxylate FC1(CC(CCC1)C=1C=CC2=C(C(=C(O2)C)C(=O)OCC)C1)F